CN(C(C)=O)C1=CC(=CC=C1)C=1C=CC=2N(N1)C(=NN2)C N-methyl-N-(3-(3-methyl-[1,2,4]triazolo[4,3-b]pyridazin-6-yl)phenyl)acetamide